3-(1-cyclopentylpyrrolidin-3-yl)-2-fluorobenzoic acid C1(CCCC1)N1CC(CC1)C=1C(=C(C(=O)O)C=CC1)F